4-ethyl-2,6-di(propan-2-yl)benzol C(C)C1=CC(=CC(=C1)C(C)C)C(C)C